C1=C2C=3C=C4C(=CC3N(C2=CC=C1)C1=C(C#N)C(=C(C(=C1N1C2=CC=CC=C2C=2C=C3C(=CC12)C=CC=C3)N3C1=CC=CC=C1C=1C=C2C(=CC31)C=CC=C2)N2C3=CC=CC=C3C=3C=C1C(=CC23)C=CC=C1)C=1C(=NC(=CC1)C)C)C=CC=C4 2,3,4,5-tetrakis(5H-benzo[b]carbazol-5-yl)-6-(2,6-dimethylpyridin-3-yl)benzonitrile